C(=CC1=CC=CC=C1)C=1OC2=C(C1)CCCC2 2-styryl-4,5,6,7-tetrahydrobenzofuran